N-ethyl-N-phenyl-5-chloro-1,2-dihydro-4-hydroxy-1-methyl-2-oxo-quinoline-3-carboxamide C(C)N(C(=O)C=1C(N(C2=CC=CC(=C2C1O)Cl)C)=O)C1=CC=CC=C1